ethyl 3-(3-bromophenyl)-3-oxopropanoate BrC=1C=C(C=CC1)C(CC(=O)OCC)=O